5-(4-cyanophenyl)-N-[(3-methoxyphenyl)methyl]-[1,2,4]triazolo[1,5-a]pyridine-7-carboxamide C(#N)C1=CC=C(C=C1)C1=CC(=CC=2N1N=CN2)C(=O)NCC2=CC(=CC=C2)OC